NC1=C(C=C(C(=O)NCC2=CC=C(C=C2)OC)C=C1)C(C)(C)O 4-amino-3-(2-hydroxypropan-2-yl)-N-(4-methoxybenzyl)benzamide